CC1(CCCCC1)OOC1(CCCCC1)C di(methylcyclohexyl) peroxide